(2Z)-hept-2-en C\C=C/CCCC